ClC=1C=C(C=C(C1)C#N)C(C)(C)C1=CC=C(OCC2=NC(=NC=C2)N2CCN(CC2)C2CN(CC2)CC2CN(CC2)C(=O)OC(C)(C)C)C=C1 tert-butyl 3-((3-(4-(4-((4-(2-(3-chloro-5-cyanophenyl)propan-2-yl)phenoxy)methyl)pyrimidin-2-yl)piperazin-1-yl)pyrrolidin-1-yl)methyl)pyrrolidine-1-carboxylate